5-{(3S)-3-[(4,4-difluorobutyl)amino]-5-fluoro-7-hydroxy-3,4-dihydro-2H-1-benzopyran-6-yl}-1λ6,2,5-thiadiazolidine-1,1,3-trione FC(CCCN[C@@H]1COC2=C(C1)C(=C(C(=C2)O)N2CC(NS2(=O)=O)=O)F)F